O[C@@H]1CC(C(C1)=O)C\C=C/CCCC(=O)[O-] (3R,Z)-7-(3-hydroxy-5-oxocyclopent-1-yl)-5-heptenoate